2'-[6-amino-5-(trifluoromethyl)pyridin-3-yl]-N-(1-phenylcyclohexyl)-5',6'-dihydrospiro[pyrrolidine-3,4'-pyrrolo[1,2-b]pyrazole]-1-carboxamide NC1=C(C=C(C=N1)C=1C=C2N(N1)CCC21CN(CC1)C(=O)NC1(CCCCC1)C1=CC=CC=C1)C(F)(F)F